FC(C1=NN=C(O1)C1=CC=C(S1)[C@@H](CC1=CC=CC=C1)N1N=NC(=C1)C=1C=CC(=NC1)N)F 5-[1-[(1R)-1-[5-[5-(difluoromethyl)-1,3,4-oxadiazol-2-yl]thiophen-2-yl]-2-phenylethyl]triazol-4-yl]pyridin-2-amine